OCCOCCOCCOCCOCCOCCOC1=CC=CC=2SC3=CC=CC=C3C(C12)=O (2-(2-(2-(2-(2-(2-hydroxyethoxy)ethoxy)ethoxy)ethoxy)ethoxy)ethoxy)-9H-thioxanthene-9-one